rel-(S)-tert-butyl ((5-(pyrimidin-5-yl)isochroman-1-yl)methyl)carbamate N1=CN=CC(=C1)C1=C2CCO[C@@H](C2=CC=C1)CNC(OC(C)(C)C)=O |o1:11|